6-((6-chloro-[1,1'-biphenyl]-2-yl)amino)-3-fluoro-2-methylbenzoic acid ClC1=CC=CC(=C1C1=CC=CC=C1)NC1=CC=C(C(=C1C(=O)O)C)F